FC=1C=C(C=CC1OC1=C2C(=NC=C1)NC(N2C(C)C)=O)NC(C2=C(C=CC=C2)C(F)(F)F)=O N-(3-fluoro-4-((1-isopropyl-2-oxo-2,3-dihydro-1H-imidazo[4,5-b]pyridine-7-yl)oxy)phenyl)-2-(trifluoromethyl)benzamide